C(#N)C1=CC(=C(C=C1)COC1=CC(=CC(=N1)C1=CC(=C(C=C1)CC=1N(C2=C(N1)C=CC(=C2)C(=O)OC)CCOC)F)C=2C=NN(C2)C)F methyl 2-[[4-[6-[(4-cyano-2-fluoro-phenyl)methoxy]-4-(1-methylpyrazol-4-yl)-2-pyridyl]-2-fluoro-phenyl]methyl]-3-(2-methoxyethyl)benzimidazole-5-carboxylate